didecyl-Octyl-pentaerythritol bisphosphite P(O)(O)O.P(O)(O)O.C(CCCCCCCCC)C(C(C(O)(CCCCCCCC)CCCCCCCCCC)(CO)CO)O